N1C(=NC2=C1C=CC=C2)C=NS(=O)C(C)(C)C N-(1H-benzoimidazol-2-ylmethylene)-2-methyl-propane-2-sulfinamide